CN(C(C)C)CCN1CCN(CC1)C N-methyl-N-isopropyl-2-(4-methylpiperazin-1-yl)ethylamine